2-[18F]fluoropropionate [18F]C(C(=O)[O-])C